ClC=1C=NC(=NC1)NN (5-chloropyrimidin-2-yl)hydrazine